tetrahydro-4H-carbazole C1CCCC2C3=CC=CC=C3N=C12